C1(CCCC1)OC=1C=C(C=CC1)C1=CC(=C(C(=C1)F)N(CCCC(=O)O)C)F 4-[(3'-cyclopentyloxy-3,5-difluoro-biphenyl-4-yl)-methyl-amino]-butyric acid